FC=1C=C(OC=2C=CC3=C(C(N(S3(=O)=O)C)O)C2C)C=C(C1)F 5-(3,5-difluorophenoxy)-3-hydroxy-2,4-dimethyl-2,3-dihydrobenzo[d]isothiazole-1,1-dioxide